tert-butyl 4-[[(2S,6S)-4-(2,6-difluoro-4-nitro-phenyl)-2,6-dimethyl-piperazin-1-yl]methyl]piperidine-1-carboxylate FC1=C(C(=CC(=C1)[N+](=O)[O-])F)N1C[C@@H](N([C@H](C1)C)CC1CCN(CC1)C(=O)OC(C)(C)C)C